FC1=C(OCCNCCCF)C=C(C=C1[C@H]1N([C@@H](CC2=C1NC1=CC=CC=C21)C)CC(F)(F)F)F N-(2-(2,5-difluoro-3-((1R,3R)-3-methyl-2-(2,2,2-trifluoroethyl)-2,3,4,9-tetrahydro-1H-pyrido[3,4-b]indol-1-yl)phenoxy)ethyl)-3-fluoropropan-1-amine